2-Chloro-8-(4-(1-(difluoromethyl)-4-(trifluoromethyl)-1H-imidazol-2-yl)benzyl)-7,8-dihydroPteridine-6(5H)-one ClC1=NC=2N(CC(NC2C=N1)=O)CC1=CC=C(C=C1)C=1N(C=C(N1)C(F)(F)F)C(F)F